{3,5-di(trifluoromethyl)phenyl}ammonium trimethylborate COB(OC)OC.FC(C=1C=C(C=C(C1)C(F)(F)F)[NH3+])(F)F